(3R,4S)-3-cyclopropyl-4-methyl-2-oxo-1-(6-pyrimidin-5-ylpyrrolo[1,2-b]pyridazin-4-yl)pyrrolidine-3-carbonitrile C1(CC1)[C@]1(C(N(C[C@H]1C)C=1C=2N(N=CC1)C=C(C2)C=2C=NC=NC2)=O)C#N